FC=1C=C(C=C(C1)F)C1CCC=2N1C(C1(N2)CCNCC1)=O (3,5-difluorophenyl)-6',7'-dihydro-3'H,5'H-spiro[piperidine-4,2'-pyrrolo[1,2-a]imidazol]-3'-one